O=C1NC(CCC1NC(=O)C1=C(C=CC=2N(C(=NC21)C)CC(=O)OC(C)(C)C)F)=O tert-Butyl 2-{4-[(2,6-dioxopiperidin-3-yl)carbamoyl]-5-fluoro-2-methyl-1H-1,3-benzodiazol-1-yl}acetate